Cl.FC1=C(C=CC=C1)C1=CC(=CN1S(=O)(=O)C=1C=C(C=CC1)C1=CC(=CC=C1)OC(F)(F)F)CNC 1-(5-(2-fluorophenyl)-1-((3'-(trifluoromethoxy)-[1,1'-biphenyl]-3-yl)sulfonyl)-1H-pyrrol-3-yl)-N-methyl-methylamine hydrochloride